BrC1=C2C(=NNC2=C(C=C1F)C(=O)N1[C@H](CN(CC1)C(=O)OC(C)(C)C)CCO)F tert-Butyl (S)-4-(4-bromo-3,5-difluoro-1H-indazole-7-carbonyl)-3-(2-hydroxyethyl)piperazine-1-carboxylate